tungsten molybdenum tantalum [Ta].[Mo].[W]